ClC1=NC=2N(C=C1)N=CC2N(C)C 5-Chloro-N,N-dimethylpyrazolo[1,5-a]pyrimidin-3-amine